(2R,5R)-2-Hydroxy-2-isopropyl-5-methylcyclohexan-1-one O[C@@]1(C(C[C@@H](CC1)C)=O)C(C)C